N1(CCCC1)C=1C=NC=C(C(=O)O)C1 5-(pyrrolidin-1-yl)nicotinic acid